ClC1=C(COC2CC(C2)C(=O)O)C=CC=C1 3-[(2-chlorobenzyl)oxy]cyclobutane-1-carboxylic acid